1-methyl-6,7-diphenyl-quinoxalin CN1CC=NC2=CC(=C(C=C12)C1=CC=CC=C1)C1=CC=CC=C1